3-pentanesultone C1CC(CC)OS1(=O)=O